NC1=NC=2N(C(C=NC2C(=N1)C=1C=NNC1)=O)CCN1CCN(CC1)C1=C(C=CC=C1)F amino-8-(2-(4-(2-fluorophenyl)piperazin-1-yl)ethyl)-4-(1H-pyrazol-4-yl)Pteridine-7(8H)-one